IC1=NN(C2=NC(=CN=C21)N2CC1C(C1CC2)(C2=NC=CC=C2)CNC(OCC2=CC=CC=C2)=O)C2OCCCC2 Benzyl ((3-(3-iodo-1-(tetrahydro-2H-pyran-2-yl)-1H-pyrazolo[3,4-b]pyrazin-6-yl)-7-(pyridin-2-yl)-3-azabicyclo[4.1.0]heptan-7-yl)methyl)carbamate